2-((S)-1-[1,4]Dioxan-2-ylmethoxy)-9-[3-(2-methoxy-ethoxy)-prop-1-ynyl]-6,7-dihydro-pyrimido[6,1-a]isoquinolin-4-one O1[C@@H](COCC1)COC1=NC(N2C(C3=CC=C(C=C3CC2)C#CCOCCOC)=C1)=O